BrCCCN1C(C2=CC=C3C=4C2=C(C1=O)C=CC4OC4=CC=C(C=C43)C4=CC=C(C=C4)C(F)(F)F)=O 2-(3-bromopropyl)-9-(4-(trifluoromethyl)phenyl)-1H-xantheno[2,1,9-def]isoquinoline-1,3(2H)-dione